2,5-bis(benzyloxy)isophthalaldehyde C(C1=CC=CC=C1)OC1=C(C=O)C=C(C=C1C=O)OCC1=CC=CC=C1